C1=CC(=C(C=C1[N+](=O)[O-])N)N 4-Nitro-o-phenylenediamine